FC=1C=C(C=C(C1)C1(CC1)C(F)(F)F)CO (3-fluoro-5-(1-(trifluoromethyl)cyclopropyl)phenyl)methanol